1-(4-(7-acetyl-1-(1-methyl-3-(1-methyl-1H-pyrazol-4-yl)-1H-indazol-5-yl)-5,6,7,8-tetrahydroimidazo[1,5-a]pyrazin-3-yl)piperidin-1-yl)ethan-1-one C(C)(=O)N1CC=2N(CC1)C(=NC2C=2C=C1C(=NN(C1=CC2)C)C=2C=NN(C2)C)C2CCN(CC2)C(C)=O